hydroxy-4'-methylacetophenone OCC(=O)C1=CC=C(C=C1)C